ClC1=C2C=CC=NC2=C(C=C1Cl)OC 5,6-dichloro-8-methoxyquinoline